C1=C(C=CC=2C3=CC=CC=C3C=CC12)C(=O)N1[C@H]([C@H](NCC1)C(=O)O)C(=O)O |r| (±)-cis-1-(phenanthrene-2-yl-carbonyl)-piperazine-2,3-dicarboxylic acid